ClC=1C=C(C(=NC1)C1=CC=C(C=C1)C1CN(C1)C(CC[C@H]1NC(OC1)=O)=O)S(=O)(=O)C (4R)-4-[3-[3-[4-(5-Chloro-3-methylsulfonyl-2-pyridyl)phenyl]azetidin-1-yl]-3-oxo-propyl]oxazolidin-2-one